C(COCCOCCN)N 3,6-dioxa-1,8-octanediamine